C1(C=CC=C1)[Ti](C1=C(C(=CC=C1F)N(CCCC)C1=CC=C(C=C1)C)F)(C1=C(C(=CC=C1F)N(CCCC)C1=CC=C(C=C1)C)F)C1C=CC=C1 bis(cyclopentadienyl)bis[2,6-difluoro-3-(N-butyl-(4-tolyl)amino)phenyl]titanium